C(CCCCCCCCCCC)SC1=CC=CC=2C(C3=CC=CC=C3C(C12)=O)=O 1-(Dodecylthio)anthracene-9,10-dione